perfluoro-n-heptane FC(C(C(C(C(C(C(F)(F)F)(F)F)(F)F)(F)F)(F)F)(F)F)(F)F